FC(C1=NC=C(C(=O)C=2C(=NC=CN2)N2CCN(CC2)C(C=C)=O)C=C1)(F)F (4-(3-(6-(trifluoromethyl)nicotinoyl)pyrazin-2-yl)piperazin-1-yl)prop-2-en-1-one